5-chloro-N'-hydroxy-3-phenylsulfanyl-pyridine-2-carboxamidine ClC=1C=C(C(=NC1)C(=NO)N)SC1=CC=CC=C1